C(C)(=O)OCC (+-)-ethyl acetate